ClCC(=O)[O-].[Na+] sodium 2-chloroacetate